CC1=C(C=CC=C1C)N1CCN(CC1)C(=O)C1=NN(C(C2=CC=CC=C12)=O)C(C)C 4-[[4-(2,3-dimethylphenyl)-1-piperazinyl]carbonyl]-2-(1-methylethyl)-1(2H)-phthalazinone